C1(=CC=CC=C1)[AlH]C(C)C phenyl-isopropyl-aluminum hydride